ClC1=C(C=CC=C1)S(=O)(=O)NC1=NC(=C(N=C1)Cl)OC 2-chloro-N-(5-chloro-6-methoxypyrazin-2-yl)benzenesulfonamide